1-(4-chloro-3-fluorophenyl)-3-ethyl-3-methyl-2,3-dihydro-1H-pyrrolo[3,2-b]pyridine-5-carboxylic acid ClC1=C(C=C(C=C1)N1CC(C2=NC(=CC=C21)C(=O)O)(C)CC)F